FC=1C=NC(=NC1)N1CCC(CC1)C(=O)N1N=CC[C@H]1C1=CC=CC=C1 (S)-(1-(5-fluoropyrimidin-2-yl)piperidin-4-yl)(5-phenyl-4,5-dihydro-1H-pyrazol-1-yl)methanone